5-(dimethylamino)-1-naphthalenesulfonamide CN(C1=C2C=CC=C(C2=CC=C1)S(=O)(=O)N)C